N1C=C(C2=CC=CC=C12)CCC=1SC=2N=C(N=C(C2N1)N)C=1C(=NC=CC1)N (2-(1H-indol-3-yl)ethyl)-5-(2-aminopyridin-3-yl)thiazolo[5,4-d]pyrimidin-7-amine